C1(CCC1)C[C@H](C(=O)O)C (R)-3-cyclobutyl-2-methylpropionic acid